C(#C)C=1SC=C(N1)NC(=O)NCC1=CC=C(C=C1)C1=CC=CC2=C1S(CC2O)(=O)=O 1-(2-ethynylthiazol-4-yl)-3-(4-(3-hydroxy-1,1-dioxido-2,3-dihydrobenzo[b]-thiophen-7-yl)benzyl)urea